C1(=CC=CC=C1)C1=CC2=C(N=C(S2)B(O)O)C=C1 6-phenylbenzo[d]thiazol-2-ylboronic acid